CC1CC2=C(NC3=CC=CC=C23)CN1 3-methyl-2,3,4,9-tetrahydro-1H-pyrido[3,4-b]indole